(S)-(3-(7-carbamoyl-5-fluoro-2,3-dimethyl-1H-indol-4-yl)cyclopent-3-en-1-yl)carbamic acid tert-butyl ester C(C)(C)(C)OC(N[C@@H]1CC(=CC1)C1=C2C(=C(NC2=C(C=C1F)C(N)=O)C)C)=O